C(C=C)(=O)NC=1C(=CC(=C(C1)NC1=NC=C(C(=N1)NC1=C(C=CC=C1)N(S(=O)(=O)C)C)C(=O)OC(C)C)OC)N(C)CCN(C)C isopropyl 2-((5-acrylamido-4-((2-(dimethylamino)ethyl)(methyl)amino)-2-methoxyphenyl)amino)-4-((2-(N-methylmethylsulfonamido)phenyl)amino)pyrimidine-5-carboxylate